OCC(C1=CC=CC=C1)C(C(C(=O)NC)(C)C)C (2-hydroxy-1-phenylethyl)-N,2,2-trimethylbutanamide